ClC1=C(C=C(C(=C1)F)N1C(C=2CCCCC2C1=O)=O)NC(C)=O N-(2-chloro-5-(1,3-dioxo-1,3,4,5,6,7-hexahydro-2H-isoindole-2-yl)-4-fluorophenyl)acetamide